1-[3-[7-[2,4-difluoro-6-(2-methoxyethoxy)phenyl]-4-(1-methylindazol-5-yl)thieno[3,2-c]pyridin-6-yl]-1-bicyclo[1.1.1]pentanyl]-N-methyl-methanamine FC1=C(C(=CC(=C1)F)OCCOC)C=1C2=C(C(=NC1C13CC(C1)(C3)CNC)C=3C=C1C=NN(C1=CC3)C)C=CS2